FC(C(=O)O)(F)F.FC(C(=O)O)(F)F.C(C(C)C)N1CCC(CC1)N1CCC(=CC1)C1=CC(=C(C(=C1)[N+](=O)[O-])NC(OCC1=CC=CC=C1)=O)C benzyl (4-(1-(1-isobutylpiperidin-4-yl)-1,2,3,6-tetrahydropyridin-4-yl)-2-methyl-6-nitrophenyl)carbamate bis(2,2,2-trifluoroacetate)